OCC1=CC=CC(N1C)=O 6-(hydroxymethyl)-1-methyl-pyridin-2-one